C1(CCC1)[C@@]1(NC(NC1=O)=O)CNC(=O)C1=NN(N=C1)C1=CC=CC=C1 |r| rac-N-{[(4R)-4-cyclobutyl-2,5-dioxoimidazolidin-4-yl]methyl}-2-phenyl-2H-1,2,3-triazole-4-carboxamide